tert-butyl 2-(3-(dimethylamino)azetidin-1-yl)-4-methoxy-5,6-dihydropyrido[3,4-d]pyrimidine-7(8H)-carboxylate CN(C1CN(C1)C=1N=C(C2=C(N1)CN(CC2)C(=O)OC(C)(C)C)OC)C